5-bromo-4-ethoxy-2-((4-methoxybenzyl)oxy)pyridinecarbamic acid 1-hydroxy-2,2,6,6-tetramethylpiperidin-4-yl ester dihydrochloride Cl.Cl.ON1C(CC(CC1(C)C)OC(NC1(NC=C(C(=C1)OCC)Br)OCC1=CC=C(C=C1)OC)=O)(C)C